3-(2-methylphenyl)-1,2,4-oxadiazol-5(4H)-one CC1=C(C=CC=C1)C1=NOC(N1)=O